O=C1CCC2=C(C=CC=C12)OCC1=CC(=NC=C1)C1=CC(=C(C(=O)N)C=C1)C 4-(4-{[(1-oxo-2,3-dihydro-1H-inden-4-yl)oxy]methyl}pyridin-2-yl)-2-methylbenzamide